(4-methoxyphenyl)cyclopropane-1,2-dicarboxylic acid dimethyl ester COC(=O)C1(C(C1)C(=O)OC)C1=CC=C(C=C1)OC